tert-butyl (2S)-4-(8-chloro-6-fluoro-4-(methylthio)-7-(m-tolyl)-1H-[1,2,3]triazolo[4,5-c]quinolin-1-yl)-2-(cyanomethyl)piperidine-1-carboxylate ClC1=CC=2C3=C(C(=NC2C(=C1C=1C=C(C=CC1)C)F)SC)N=NN3C3C[C@H](N(CC3)C(=O)OC(C)(C)C)CC#N